(2S,4R)-1-(2-(3-acetyl-5-(2-methylpyrimidin-5-yl)-1H-indazol-1-yl)acetyl)-N-(2,5'-difluoro-2'-(methylsulfonyl)-[1,1'-biphenyl]-3-yl)-4-fluoropyrrolidine-2-carboxamide C(C)(=O)C1=NN(C2=CC=C(C=C12)C=1C=NC(=NC1)C)CC(=O)N1[C@@H](C[C@H](C1)F)C(=O)NC=1C(=C(C=CC1)C1=C(C=CC(=C1)F)S(=O)(=O)C)F